glucuronic acid O=C[C@H](O)[C@@H](O)[C@H](O)[C@H](O)C(=O)O